OB1OCC2=C1C=CC(=C2)\C=N\N(C=2C1=C(N=CN2)C(=CS1)C)CC(C)C N-[(E)-(1-Hydroxy-3H-2,1-benzoxaborol-5-yl)methylenamino]-N-isobutyl-7-methyl-thieno[3,2-d]pyrimidin-4-amin